CS(=O)(=N)CC1=NC=CC=C1 [(methylsulfonimidoyl)methyl]pyridin